BrC1=CC(=NC=C1)O[C@@H](C)C1CC(C1)NC(OC(C)(C)C)=O tert-butyl ((1S,3r)-3-((S)-1-((4-bromopyridin-2-yl)oxy)ethyl)cyclobutyl)carbamate